CC(C(C(=O)O)(C(=O)O)C(=O)O)C methylpropanetricarboxylic acid